6-bromo-2-[(2R)-3-(3,4-dihydro-1H-isoquinolin-2-yl)-2-hydroxy-propyl]-8-fluoro-3,4-dihydroisoquinolin-1-one BrC=1C=C2CCN(C(C2=C(C1)F)=O)C[C@@H](CN1CC2=CC=CC=C2CC1)O